4-amino-5-(3-chloro-1H-pyrrolo[2,3-b]pyridin-2-yl)-9,9-dimethyl-N-(2-morpholinoethyl)-8,9-dihydropyrazino[1',2':1,5]pyrrolo[2,3-d]pyrimidine-7(6H)carboxamide NC=1C2=C(N=CN1)N1C(=C2C2=C(C=3C(=NC=CC3)N2)Cl)CN(CC1(C)C)C(=O)NCCN1CCOCC1